C1[C@H](C([C@@H](CC1(C(=O)O)OC(=O)/C=C/C2=CC(=C(C=C2)O)O)O)OC(=O)/C=C/C3=CC(=C(C=C3)O)O)O 1,4-di-O-caffeoylquinic acid